BrC=1C2=C(N(C(CC1)=O)CC1=CC(=C(C=C1)C)F)C=C(C=C2)Cl 5-bromo-8-chloro-1-(3-fluoro-4-methylbenzyl)-2-oxo-2,3-dihydro-1H-benzo[b]azepine